ClC=1C=C(C=CC1F)C(C=1N(C(=C(N1)C)SC)COCC[Si](C)(C)C)C1=CC(=C(C=C1)F)Cl 2-[bis(3-chloro-4-fluorophenyl)methyl]-4-methyl-5-(methylsulfanyl)-1-{[2-(trimethylsilyl)ethoxy]methyl}-1H-imidazole